cyclobutyl(4-nitrophenyl)sulfane C1(CCC1)SC1=CC=C(C=C1)[N+](=O)[O-]